(R)-5-chloro-N-(3-cyclopropyl-5-((3-methylpiperazine-1-yl)methyl)phenyl)-4-(6-methyl-1H-indol-3-yl)pyrimidine-2-amin ClC=1C(=NC(=NC1)NC1=CC(=CC(=C1)CN1C[C@H](NCC1)C)C1CC1)C1=CNC2=CC(=CC=C12)C